C1=C(C=CC2=CC=CC=C12)S(=O)(=O)[O-].[Co+2].C1=C(C=CC2=CC=CC=C12)S(=O)(=O)[O-] cobalt β-naphthalenesulfonate